CN(CCC1=CNC2=CC=CC(=C12)OP(=O)([O-])[O-])C 3-(2-(dimethylamino) ethyl)-1H-indol-4-yl-phosphate